methyl 2-(didodecylamino)-1,1-difluoro-2-oxoethane-1-sulfonate C(CCCCCCCCCCC)N(C(C(S(=O)(=O)OC)(F)F)=O)CCCCCCCCCCCC